ClC1=NC2=CC=C(C=C2C(=N1)[C@@](C(=O)OCC)(C1=CC=CC=C1)OC1CC1)I ethyl (R)-2-(2-chloro-6-iodoquinazolin-4-yl)-2-cyclopropoxy-2-phenylacetate